COC(CC)(S(=O)(=O)[O-])CCC(C)C methoxy-1-isopentyl-1-propanesulfonate